(R)-4-(2-fluoro-4-(1-(3-fluorophenyl)-3-(methylamino)propoxy)benzyl)-1-methyl-1,2,3,4-tetrahydro-5H-pyrido[2,3-e][1,4]diazepin-5-one FC1=C(CN2CCN(C3=C(C2=O)C=CC=N3)C)C=CC(=C1)O[C@H](CCNC)C1=CC(=CC=C1)F